NC(C)C=1C(=NC(=CC1)OCC(F)F)NC1=CC=C(C=C1)OC([2H])([2H])[2H] 3-(1-aminoethyl)-6-(2,2-difluoroethoxy)-N-(4-(methoxy-d3)phenyl)pyridin-2-amine